2-[6-amino-5-[8-[2-[3-(5-azaspiro[3.4]oct-5-yl)prop-1-ynyl]-4-pyridinyl]-3,8-diazabicyclo[3.2.1]oct-3-yl]pyridazin-3-yl]phenol NC1=C(C=C(N=N1)C1=C(C=CC=C1)O)N1CC2CCC(C1)N2C2=CC(=NC=C2)C#CCN2C1(CCC1)CCC2